OC1=CC=C(C2=CC=CC=C12)\N=N\C1=C(C=CC=C1)S(=O)(=O)O [(E)-4-Hydroxy-1-naphthylazo]benzenesulfonic acid